3-(ethylcarbamoyl)-6-fluoro-2-methyl-4-(trifluoromethyl)benzoic acid C(C)NC(=O)C=1C(=C(C(=O)O)C(=CC1C(F)(F)F)F)C